FC=1C=C2C(=C(C=NC2=CC1)C(=O)N1CCN(CC1)S(=O)(=O)C)N1CCN(CC1)C(C=C)=O 1-(4-(6-fluoro-3-(4-(methylsulfonyl)piperazine-1-carbonyl)quinolin-4-yl)piperazin-1-yl)prop-2-en-1-one